6-(5-chloro-2-fluorophenyl)-N-[(2,4-dimethoxyphenyl)methyl]-3-(methoxymethoxy)-[4,4'-bipyridine]-2-amine ClC=1C=CC(=C(C1)C1=CC(=C(C(=N1)NCC1=C(C=C(C=C1)OC)OC)OCOC)C1=CC=NC=C1)F